BrC1=C(C=C(OC2CCC(CC2)CCCCO)C=C1)C(F)(F)F 4-((1r,4s)-4-(4-bromo-3-(trifluoromethyl)phenoxy)cyclohexyl)butan-1-ol